Cl[Si](C)(Cl)Cl trichloro(methyl)silane